C(C(=C)C)(=O)OCC(COCC(COC(C(=C)C)=O)O)O di(3-methacryloxy-2-hydroxypropyl)ether